N2-benzyl-N6-(5-isopropyl-1H-pyrazol-3-yl)-3-(methylthio)pyrazine-2,6-diamine C(C1=CC=CC=C1)NC1=NC(=CN=C1SC)NC1=NNC(=C1)C(C)C